ClC1=CC=C2[C@@]3(C(N(C2=C1)C=1C=NN(C1)CCC)=O)CC1=CC=C(C=C1C3)C(=O)O (R)-6'-chloro-2'-oxo-1'-(1-propyl-1H-pyrazol-4-yl)-1,3-dihydrospiro[indene-2,3'-indoline]-5-carboxylic acid